ClC1=C(C=CC=C1)S(=O)(=O)N[C@@H]1CC[C@H](OC1)CN1CCC2(CN(C2)C2=NC=NC=C2OC2=C(C(=O)N(C(C)C)CC)C=C(C=C2)F)CC1 2-((4-(7-(((2S,5R)-5-((2-Chlorophenyl)sulfonamido)tetrahydro-2H-pyran-2-yl)methyl)-2,7-diazaspiro[3.5]nonan-2-yl)pyrimidin-5-yl)oxy)-N-ethyl-5-fluoro-N-isopropylbenzamide